1,8-Dihydroxy-3-methyl-9,10-anthraquinone OC1=CC(=CC=2C(C3=CC=CC(=C3C(C12)=O)O)=O)C